2-(4-Azaspiro[2.5]octan-7-yl)-6-(8-methoxy-2-methyl-imidazo[1,2-b]pyridazin-6-yl)thieno[3,2-b]pyridine C1CC12NCCC(C2)C2=CC1=NC=C(C=C1S2)C=2C=C(C=1N(N2)C=C(N1)C)OC